bis(trimethylsilyl)aminosodium C[Si](C)(C)N([Si](C)(C)C)[Na]